OC1CCN(CC1)CCCOC=1C(=C(C=CC1)C1=C(C=CC=C1)C)C (3-(4-hydroxypiperidin-1-yl)propoxy)-2,2'-dimethyl-[1,1'-biphenyl]